[Br-].C(CCCCCCCCCCCCCCCCC)[N+]1(CC=C(C=C1)C1=CC=[NH+]C=C1)CCCCCCCCCCCCCCCCCC.[Br-] 1,1-dioctadecyl-4,4'-bipyridinium bromide